methyl (chloro(phenoxy)phosphoryl)glycinate ClP(=O)(OC1=CC=CC=C1)NCC(=O)OC